2-(2-{[(2S)-1-acetyl-6-(1-cyclopropyl-1H-pyrazol-4-yl)-2-methyl-1,2,3,4-tetrahydroquinolin-5-yl]oxy}ethyl)-1λ6,2-thiazolidine-1,1-dione C(C)(=O)N1[C@H](CCC2=C(C(=CC=C12)C=1C=NN(C1)C1CC1)OCCN1S(CCC1)(=O)=O)C